NCCOCCN Bis-(2-amino-ethyl)ether